O1C(CSCC1)CNC1=CC(=NC=C1C#N)NC(=O)N1CCCC2=CC(=C(N=C12)C=O)CN1C(CN(CC1)C)=O N-(4-(((1,4-oxathian-2-yl)methyl)amino)-5-cyanopyridin-2-yl)-7-formyl-6-((4-methyl-2-oxopiperazin-1-yl)methyl)-3,4-dihydro-1,8-naphthyridine-1(2H)-carboxamide